CC(C=C)(C)O 1,1-dimethyl-allyl alcohol